OC(C)(C)C1=NC=CC(=C1)C(=O)N1CC2=C(C=C(C=C2CC1)C=1C=C2C(=NC1)NC=C2C)[C@H]2NCCC2 (S)-(2-(2-hydroxypropan-2-yl)pyridin-4-yl)(6-(3-methyl-1H-pyrrolo[2,3-b]pyridin-5-yl)-8-(pyrrolidin-2-yl)-3,4-dihydroisoquinolin-2(1H)-yl)methanone